(E)-1-(4-(2-(5-bromo-2-(4-fluorophenyl)-1H-indol-3-yl)acetyl)piperazin-1-yl)-3-(3-fluorophenyl)prop-2-en-1-one BrC=1C=C2C(=C(NC2=CC1)C1=CC=C(C=C1)F)CC(=O)N1CCN(CC1)C(\C=C\C1=CC(=CC=C1)F)=O